O1C(=NC2=C1C=CC=C2)C=2N=C(N(C(C2O)=O)C)N(C)C(C=2C=C(C(=O)NC)C=CC2)C2=CC=CC=C2 3-(((4-(benzo[d]oxazol-2-yl)-5-hydroxy-1-methyl-6-oxo-1,6-dihydropyrimidin-2-yl)(methyl)amino)(phenyl)methyl)-N-methylbenzamide